4-amino-7-fluoro-N-((1R)-1-(2-pyrimidinyl)ethyl)-N-((5-(trifluoromethyl)-2-pyridinyl)methyl)-1,3-dihydrofuro[3,4-c]quinoline-8-carboxamide NC1=NC=2C=C(C(=CC2C2=C1COC2)C(=O)N(CC2=NC=C(C=C2)C(F)(F)F)[C@H](C)C2=NC=CC=N2)F